methyl (S)-2-(4-chloro-2-(1,1-difluoropropyl)-5-fluorophenoxy)butanoate ClC1=CC(=C(O[C@H](C(=O)OC)CC)C=C1F)C(CC)(F)F